3-chloro-7,8-dihydro-5H-pyrano[4,3-c]pyridazine ClC1=CC2=C(N=N1)CCOC2